NC1=CC=C(C=C1)C=1N(C(=NN1)SCC1=CC=C(C#N)C=C1)CCCN1CCOCC1 4-(((5-(4-aminophenyl)-4-(3-morpholinopropyl)-4H-1,2,4-triazol-3-yl)thio)methyl)benzonitrile